tert-Butyl (3R)-4-[[[4-(2-benzyloxy-2-oxo-ethyl)cyclohexyl]-tert-butoxycarbonyl-amino]methyl]-2,2-dimethyl-oxazolidine-3-carboxylate C(C1=CC=CC=C1)OC(CC1CCC(CC1)N(C(=O)OC(C)(C)C)CC1N(C(OC1)(C)C)C(=O)OC(C)(C)C)=O